N12NCC(CC1)C2 diazabicyclo[2.2.1]heptan